CC=1C(=NC=CC1)C(C)=O 1-(3-methyl-pyridin-2-yl)-ethanone